N-(4-(4-amino-3-(4-cyanophenyl)thieno[3,2-c]pyridin-2-yl)-3-methylphenyl)methacrylamide NC1=NC=CC2=C1C(=C(S2)C2=C(C=C(C=C2)NC(C(=C)C)=O)C)C2=CC=C(C=C2)C#N